methyl 4-(4-ethoxy-3-pyridyl)-7-fluoro-6-[1-[3-(triazol-1-yl)propanoyl]-3,6-dihydro-2H-pyridin-5-yl]-1H-indole-2-carboxylate C(C)OC1=C(C=NC=C1)C1=C2C=C(NC2=C(C(=C1)C1=CCCN(C1)C(CCN1N=NC=C1)=O)F)C(=O)OC